(3R)-4-(methylamino)butane-1,3-diol CNC[C@@H](CCO)O